C1=NC=CC2=CC=CC(=C12)C1=C(C=C(C=C1)COCCOCCOCCN)OCCC1=CC=C(C=C1)C=1C=CC=C2C=CN=CC12 2-[2-[2-[[4-(8-isoquinolyl)-3-[2-[4-(8-isoquinolyl)phenyl]ethoxy]phenyl]methoxy]ethoxy]ethoxy]ethanamine